ethyl 1H-benzo[d][1,2,3]triazole-5-carboxylate N1N=NC2=C1C=CC(=C2)C(=O)OCC